FC=1C2=C(C(=NC1)C)CC(C2)C(C)NCC[C@H]2CN(C(O2)=O)C2=NC1=C(OCC(N1)=O)N=C2 6-[(5S)-5-[2-[1-(4-fluoro-1-methyl-6,7-dihydro-5H-cyclopenta[c]pyridin-6-yl)ethylamino]ethyl]-2-oxo-1,3-oxazolidin-3-yl]-4H-pyrazino[2,3-b][1,4]oxazin-3-one